N-nitrodibenzylamine [N+](=O)([O-])N(CC1=CC=CC=C1)CC1=CC=CC=C1